1,3-bis(N,N-diglycidylaminoethyl)benzene C(C1CO1)N(CC1CO1)CCC1=CC(=CC=C1)CCN(CC1CO1)CC1CO1